N-[6-(2,2-difluoro-10,12-dimethyl-1-aza-3-azonia-2-boranuidatricyclo[7.3.0.05,7]dodeca-3,5,7,9,11-pentaen-4-yl)-1-(3-hydroxy-2,5-dioxopyrrolidin-1-yl)-1-oxohexan-2-yl]propenamide F[B-]1(N2C(=CC(=C2C=C2C=C2C(=[NH+]1)CCCCC(C(=O)N1C(C(CC1=O)O)=O)NC(C=C)=O)C)C)F